O=C1N(CC2=CC(=CC=C12)CN1CCN(CC1)C=1N=C(C2=C(N1)C=CS2)N2CCNCC2)C2C(NC(CC2)=O)=O 3-(1-oxo-5-((4-(4-(piperazin-1-yl)thieno[3,2-d]pyrimidin-2-yl)piperazin-1-yl)methyl)isoindolin-2-yl)piperidine-2,6-dione